Ethyl (R)-4-(1-(3-amino-6-chloropyridazin-4-yl)piperidin-3-yl)-3-methylbenzoate NC=1N=NC(=CC1N1C[C@H](CCC1)C1=C(C=C(C(=O)OCC)C=C1)C)Cl